N,N-dimethyl-trimethyl-silyl-amine CN(C)[Si](C)(C)C